C1(CC1)C#CC1=NN=C2N1C1=CC=CC=C1C(=N2)N(C2=CC=CC=C2)C (Cyclopropylethynyl)-N-methyl-N-phenyl-[1,2,4]triazolo[4,3-a]quinazolin-5-amine